ClC1=CC(=NC=C1)[C@@H]1[C@H](C1)C(=O)N |r| rac-(1S*,2S*)-2-(4-chloropyridin-2-yl)cyclopropane-1-carboxamide